ClC1=NC(=NC(=C1OCC(=O)NC1=CC=CC=C1)OCC=1C=NC=CC1)N1CCOCC1 2-(4-chloro-2-morpholino-(pyridin-3-ylmethoxy)pyrimidin-5-yloxy)-N-phenylacetamide